N-(1-(7-(2-aminobenzo[d]thiazol-4-yl)-6-chloro-8-fluoro-2-(((S)-1-methylpyrrolidin-2-yl)methoxy)-quinazolin-4-yl)azepan-3-yl)-acrylamide NC=1SC2=C(N1)C(=CC=C2)C2=C(C=C1C(=NC(=NC1=C2F)OC[C@H]2N(CCC2)C)N2CC(CCCC2)NC(C=C)=O)Cl